C(CCCC)N=CCCC1=CC=CC(=N1)C(CCC)=O 6-(Pentylimino)propyl-2-butyrylpyridin